bis(4-tert-butylphenyl)iodonium 2,4-difluorobenzenesulfonate FC1=C(C=CC(=C1)F)S(=O)(=O)[O-].C(C)(C)(C)C1=CC=C(C=C1)[I+]C1=CC=C(C=C1)C(C)(C)C